[N+](=O)([O-])C1=CC=C(C(=O)OC2C3CC3CC(C2)O[Si](C)(C)C(C)(C)C)C=C1 (±)-4-((tert-butyldimethylsilyl)oxy)bicyclo[4.1.0]heptan-2-yl 4-nitrobenzoate